4-methanesulfonyl-piperazin CS(=O)(=O)N1CCNCC1